4-(3-(trifluoromethyl)piperazin-1-yl)pyridin-3-amine FC(C1CN(CCN1)C1=C(C=NC=C1)N)(F)F